fluorine trifluorotoluene FC(C1=CC=CC=C1)(F)F.[F]